[N+](=O)([O-])C=1C=CC=C2C(NS(=O)(=O)C12)=O 7-Nitrosaccharin